6-(dimethylamino)isoquinolin-1(2H)-one CN(C=1C=C2C=CNC(C2=CC1)=O)C